[2-(methacryloyloxy)ethyl]amine C(C(=C)C)(=O)OCCN